5-(2-(3-(3-(3,4-difluoro-5-methoxyphenyl)azetidin-1-yl)-4,5-difluorophenyl)cyclopropyl)-2,2'-bipyrimidine FC=1C=C(C=C(C1F)OC)C1CN(C1)C=1C=C(C=C(C1F)F)C1C(C1)C=1C=NC(=NC1)C1=NC=CC=N1